2-(4-(3-cyclobutyl-1,2,4-oxadiazol-5-yl)piperidin-1-yl)-7-methyl-8-nitro-6-(trifluoromethyl)-4H-benzo[e][1,3]thiazin-4-one C1(CCC1)C1=NOC(=N1)C1CCN(CC1)C=1SC2=C(C(N1)=O)C=C(C(=C2[N+](=O)[O-])C)C(F)(F)F